COC1=C(CN2C(N(CCC2=O)C2=NN(C3=CC=CC=C23)C2CCN(CC2)C(=O)OC(C)(C)C)=O)C=CC(=C1)OC tert-butyl 4-(3-(3-(2,4-dimethoxybenzyl)-2,4-dioxotetrahydropyrimidin-1(2H)-yl)-1H-indazol-1-yl)piperidine-1-carboxylate